tert-butyl (S)-4-(1-(4-(2-((tert-butyldimethylsilyl)oxy)ethyl)-2-isopropylpyridin-3-yl)-7-chloro-6-fluoro-2-oxo-1,2-dihydropyrido[2,3-d]pyrimidin-4-yl)-3-methylpiperazine-1-carboxylate [Si](C)(C)(C(C)(C)C)OCCC1=C(C(=NC=C1)C(C)C)N1C(N=C(C2=C1N=C(C(=C2)F)Cl)N2[C@H](CN(CC2)C(=O)OC(C)(C)C)C)=O